2-(6-tert-butyl-5-(3,4-dichlorophenyl)thieno[2,3-d]pyrimidin-4-yloxy)benzonitrile C(C)(C)(C)C1=C(C2=C(N=CN=C2OC2=C(C#N)C=CC=C2)S1)C1=CC(=C(C=C1)Cl)Cl